Cl.ClC1=CC(=C(COC2=NC(=NC=C2F)N2C[C@@H](NCC2)C)C=C1)F (S)-4-((4-chloro-2-fluorobenzyl)oxy)-5-fluoro-2-(3-methylpiperazin-1-yl)pyrimidine HCl salt